NC=1C(=NC(=C(N1)N1CCOCC1)C=1C=CC=2N(C1)C(=CN2)C)C(=O)O 3-amino-6-[3-methylimidazo[1,2-a]pyridin-6-yl]-5-(morpholin-4-yl)pyrazine-2-carboxylic acid